(1-(3,4,5-trifluorobenzyl)-1H-pyrazol-4-yl)methylamine hydrochloride Cl.FC=1C=C(CN2N=CC(=C2)CN)C=C(C1F)F